C1(CCC1)SC=1C=C2C(=NC1)N(C=C2)COCC[Si](C)(C)C 2-[(5-cyclobutylsulfanylpyrrolo[2,3-b]pyridin-1-yl)methoxy]ethyl-trimethyl-silane